C(C)(C)(C)OC(=O)NC1=C(C=C(C=N1)NC(C(=O)N1CC(N(CC1C1=CC=C(C=C1)F)C(=O)OC(C)(C)C)C)=O)C1CC1 tert-butyl 4-(2-((6-((tert-butoxycarbonyl)amino)-5-cyclopropylpyridin-3-yl)amino)-2-oxoacetyl)-5-(4-fluorophenyl)-2-methylpiperazine-1-carboxylate